tert-butyl 4-(4-(5-aminoisoxazol-3-yl)-3-methoxyphenyl)-5,6-dihydropyridine-1(2H)-carboxylate NC1=CC(=NO1)C1=C(C=C(C=C1)C1=CCN(CC1)C(=O)OC(C)(C)C)OC